BrC=1C=CC(=C(C1)O)C=1C=2N(C(=NN1)N[C@H]1CNCCC1)C=CC2 5-bromo-2-(4-{[(3R)-piperidin-3-yl]amino}pyrrolo[1,2-d][1,2,4]triazin-1-yl)phenol